(S)-N-(sec-butyl)-2-(6-oxo-3-(p-tolyl)pyridazin-1(6H)-yl)acetamide [C@H](C)(CC)NC(CN1N=C(C=CC1=O)C1=CC=C(C=C1)C)=O